C(=CC)N1C[C@@H](CCC1)N1N=C(C=2C1=NC=NC2N)C2=CC=C(C1=C2OCO1)NC(C1=CC(=C(C=C1)C(F)(F)F)Cl)=O (R)-N-(7-(1-(1-propenylpiperidin-3-yl)-4-amino-1H-pyrazolo[3,4-d]pyrimidin-3-yl)benzo[d][1,3]dioxolan-4-yl)-3-chloro-4-(trifluoromethyl)benzamide